ClCCCN(C)C N-(3-chloropropyl)dimethylamine